N-(1-isopropylpiperidine-4-yl)-6-methoxy-7-(4-(pyrrolidine-1-yl)but-1-yn-1-yl)-2-(2-azaspiro[4.4]nonan-2-yl)quinazolin-4-amine C(C)(C)N1CCC(CC1)NC1=NC(=NC2=CC(=C(C=C12)OC)C#CCCN1CCCC1)N1CC2(CC1)CCCC2